3-((R)-3-hydroxypiperidin-1-yl)-1,2,4-triazine-6-carboxamide O[C@H]1CN(CCC1)C=1N=NC(=CN1)C(=O)N